boc-(R)-3-thienyl-glycine C(=O)(OC(C)(C)C)N(CC(=O)O)C1=CSC=C1